P(O)(=O)(OP(=O)(O)OP(=O)(O)O)OC[C@@H]1[C@H]([C@H]([C@@](O1)(N1C(=O)NC(=O)C=C1)C#C)F)O ethynyl-2'-fluoro-2'-deoxyuridine-5'-triphosphate